ClC1=CC2=C(N=CN(C2=O)CC2(CCN(CC2)C(=O)C2(CC2)C)O)N1C1=CC2=C(CCO2)C=C1 6-Chloro-7-(2,3-dihydrobenzofuran-6-yl)-3-((4-hydroxy-1-(1-methylcyclopropane-1-carbonyl)piperidin-4-yl)methyl)-3,7-dihydro-4H-pyrrolo[2,3-d]pyrimidin-4-one